CC(CCCCCCCCCCCCCC1OC1)C 2-(14-methylpentadecyl)oxirane